CC1=C(C=C(C=N1)C1=CC=2C3=C(C(N(C2C=C1)CCN1C=CC=C1)=O)N=NN3C3=CC(=C(C=C3)N3CCNCC3)C(F)(F)F)C(F)(F)F 8-(6-Methyl-5-(trifluoromethyl)pyridin-3-yl)-1-(4-(piperazin-1-yl)-3-(trifluoromethyl)phenyl)-5-(2-(Pyrrol-1-yl)ethyl)-1,5-dihydro-4H-[1,2,3]triazolo[4,5-c]quinolin-4-one